CO[C@@H]1C[C@@H](NC1)C(=O)N(C1=CC=C(C=C1)S(F)(F)(F)(F)F)C(C(=O)N1CN(CC1)C(=O)OC(C)(C)C)C=1C=NC=CC1 tert-butyl 3-[2-[N-[(2R,4R)-4-methoxypyrrolidine-2-carbonyl]-4-(pentafluoro-λ6-sulfanyl)anilino]-2-(3-pyridyl)acetyl]imidazolidine-1-carboxylate